1-bromo-8,8-dimethyl-10-propyl-7,9,11-trioxa-8-silaheneicosane BrCCCCCCO[Si](OC(OCCCCCCCCCC)CCC)(C)C